dodecane-1,4,7,10-tetraamine tetraacetate C(C)(=O)O.C(C)(=O)O.C(C)(=O)O.C(C)(=O)O.C(CCC(CCC(CCC(CC)N)N)N)N